N-(6-((1H-Pyrazol-1-yl)methyl)-4-methoxybenzo[d]isoxazol-3-yl)-3-(4-(2-(1-(2-(2,6-dioxopiperidin-3-yl)-1,3-dioxoisoindolin-5-yl)piperidin-4-yl)ethyl)piperazin-1-yl)benzenesulfonamide N1(N=CC=C1)CC1=CC2=C(C(=NO2)NS(=O)(=O)C2=CC(=CC=C2)N2CCN(CC2)CCC2CCN(CC2)C=2C=C3C(N(C(C3=CC2)=O)C2C(NC(CC2)=O)=O)=O)C(=C1)OC